NCCNCCS(=O)(=O)O N-(2-Aminoethyl)-2-aminoethanesulfonic acid